8-chloro-7-fluoro-2-[2-(2-hydroxyethoxy)-4-(trifluoromethyl)phenyl]chroman-4-one ClC=1C(=CC=C2C(CC(OC12)C1=C(C=C(C=C1)C(F)(F)F)OCCO)=O)F